CN1CCN(CC1)C1=NC2=CC=C(C=C2C=N1)CN1C[C@H](CC1)OC=1C=C2CN(C(C2=CC1)=O)[C@@H]1C(NC(CC1)=O)=O (S)-3-(5-(((S)-1-((2-(4-Methylpiperazin-1-yl)quinazolin-6-yl)methyl)pyrrolidin-3-yl)oxy)-1-oxoisoindolin-2-yl)piperidine-2,6-dione